4-(7-fluoroimidazo[1,2-a]pyridin-3-yl)-7-((6'-(2-morpholinoethyl)-2,3,5,6,6',7'-hexahydrospiro[pyran-4,5'-pyrrolo[3,4-b]pyridin]-2'-yl)amino)isoindolin-1-one FC1=CC=2N(C=C1)C(=CN2)C2=C1CNC(C1=C(C=C2)NC2=CC=C1C(=N2)CN(C12CCOCC2)CCN2CCOCC2)=O